NC1=C(C(=O)O)C(=CC=C1)NC1=C(C=NC2=CC=C(C=C12)Br)S(=O)(=O)N1CCOCC1 2-amino-6-[(6-bromo-3-morpholinosulfonyl-4-quinolinyl)amino]benzoic acid